[Si](C1=CC=CC=C1)(C1=CC=CC=C1)(C(C)(C)C)OCCCCCOC=1C=C(C=CC1N1CCN(CC1)C)NC=1N=CC2=C(N1)NC(C(=C2C#C[Si](C(C)C)(C(C)C)C(C)C)C)=O 2-{[3-({5-[(tert-Butyldiphenylsilyl)oxy]pentyl}oxy)-4-(4-methylpiperazin-1-yl)phenyl]amino}-6-methyl-5-[2-(triisopropylsilyl)ethynyl]-8H-pyrido[2,3-d]pyrimidin-7-one